oxolanide O1[CH-]CCC1